diethyl propanedioate (DIETHYL MALONATE) C(C)C(C(=O)O)(C(=O)O)CC.C(CC(=O)OCC)(=O)OCC